4-(3-chloro-4-fluorophenyl)-7-methoxyquinazolin ClC=1C=C(C=CC1F)C1=NC=NC2=CC(=CC=C12)OC